tert-Butyl 3-(4-(3-methoxy-3-oxopropanoyl)-cyclohexanesulfonamido)-2,2-dimethylpropanoate COC(CC(=O)C1CCC(CC1)S(=O)(=O)NCC(C(=O)OC(C)(C)C)(C)C)=O